Cl.COC1=C(C=C(C=C1)OC)CCN 2-(2,5-dimethoxyphenyl)ethan-1-amine hydrochloride